2-((5-(Pyridin-3-yl)-4,5,6,7-tetrahydropyrazolo[1,5-a]pyrazin-2-yl)methyl)isoindoline-1,3-dione N1=CC(=CC=C1)N1CC=2N(CC1)N=C(C2)CN2C(C1=CC=CC=C1C2=O)=O